(1S,2S)-N-(6-(5-chloro-7-(2-cyanopropan-2-yl)-6-fluoro-1H-indazol-4-yl)imidazo[1,2-a]pyrazin-2-yl)-2-fluorocyclopropane-1-carboxamide ClC=1C(=C2C=NNC2=C(C1F)C(C)(C)C#N)C=1N=CC=2N(C1)C=C(N2)NC(=O)[C@H]2[C@H](C2)F